NC=1SC[C@H]2[C@@](N1)(CN(C2)C2=NC=C(C=N2)F)C=2C=C(C=CC2F)NC(=O)C2=NC=C(N=C2)OC N-[3-[(4aR,7aS)-2-amino-6-(5-fluoropyrimidin-2-yl)-4,4a,5,7-Tetrahydropyrrolo[3,4-D][1,3]thiazin-7a-yl]-4-fluoro-phenyl]-5-methoxy-pyrazine-2-carboxamide